4,4'-bis(trimethoxysilyl)biphenyl CO[Si](C1=CC=C(C=C1)C1=CC=C(C=C1)[Si](OC)(OC)OC)(OC)OC